O=C1N(CCC(N1)=O)C1=CC(=C(C=C1)C1CCN(CC1)CC(=O)OC(C)(C)C)F tert-butyl 2-[4-[4-(2,4-dioxohexahydropyrimidin-1-yl)-2-fluoro-phenyl]-1-piperidyl]acetate